C1(=CC=CC=C1)P(PC1=C(C2=CC=CC=C2C=C1)C1=C(C=CC2=CC=CC=C12)PP(C1=CC=CC=C1)C1=CC=CC=C1)C1=CC=CC=C1 2,2'-bis(diphenyl-phosphino(phosphino))-1,1'-Binaphthyl